FC(CN1C(=NC=2C1=NC(=CC2)C=2C=CN1N=C(N=C(C12)OC)NC1CCC(CC1)(O)C)C)F (1r,4r)-4-((5-(3-(2,2-difluoroethyl)-2-methyl-3H-imidazo[4,5-b]pyridin-5-yl)-4-methoxypyrrolo[2,1-f][1,2,4]triazin-2-yl)amino)-1-methylcyclohexan-1-ol